tert-butyl N-[(1S,3R)-3-[2-(methoxymethyl)-6-[1-(2-trimethylsilylethoxy methyl)-1,2,4-triazol-3-yl]imidazo[4,5-c]pyridin-1-yl]cyclohexyl]carbamate COCC=1N(C2=C(C=NC(=C2)C2=NN(C=N2)COCC[Si](C)(C)C)N1)[C@H]1C[C@H](CCC1)NC(OC(C)(C)C)=O